(2S,3R,5S)-5-(((tert-butyldiphenylsilyl)oxy)methyl)-3-fluoro-3-methyltetrahydrofuran-2-yl acetate C(C)(=O)O[C@@H]1O[C@@H](C[C@@]1(C)F)CO[Si](C1=CC=CC=C1)(C1=CC=CC=C1)C(C)(C)C